COC=1N=CC(=NC1)C1=CC=C2C=C(NC2=C1)CNC(C)=O N-{[6-(5-methoxy-2-pyrazinyl)-2-indolyl]methyl}acetamide